(6-Hydroxy-9-phenyl-[1,2,4]triazolo[5,1-a][2,6]naphthyridine-5-carbonyl)glycine OC1=C(N2C(C3=CC(=NC=C13)C1=CC=CC=C1)=NC=N2)C(=O)NCC(=O)O